(R)-N-(1-(4-fluorophenyl)ethyl)-5-(6-(2,2,2-trifluoroethyl)pyridazin-4-yl)pyrazin-2-amine FC1=CC=C(C=C1)[C@@H](C)NC1=NC=C(N=C1)C1=CN=NC(=C1)CC(F)(F)F